C(C)(C)(C)C=1C=C(C=C(C1O)C(C)(C)C)CCC(=O)O 3-(3,5-di-tertiary butyl-4-hydroxyphenyl)propionic acid